CN1N=C2N=CC(=CC2=C1)C1=CC2=C(C=C(S2)C(CCC)O)C=C1 1-(6-(2-methyl-2H-pyrazolo[3,4-b]pyridin-5-yl)-1-benzothiophen-2-yl)-1-butanol